methyl 2-(tert-butyl)-7-cyclobutoxyimidazo[1,2-a]pyridine-6-carboxylate C(C)(C)(C)C=1N=C2N(C=C(C(=C2)OC2CCC2)C(=O)OC)C1